ClCC(=O)NCCNC1=NC2=CC(=C(C=C2C(=N1)NCCCCCCN1CCCCC1)OC)OC 2-chloro-N-(2-((6,7-dimethoxy-4-((6-(piperidin-1-yl)hexyl)amino)quinazolin-2-yl)amino)ethyl)acetamide